2-(2-(2-(2-(5-(dimethylcarbamoyl)-3-sulfamoyl-1H-pyrazol-1-yl)-2-methylpropoxy)pyridin-4-yl)-4-fluoro-6-isopropylphenyl)acetic acid CN(C(=O)C1=CC(=NN1C(COC1=NC=CC(=C1)C1=C(C(=CC(=C1)F)C(C)C)CC(=O)O)(C)C)S(N)(=O)=O)C